BrC1=C(C=CC=C1)CSCC(=O)OC methyl {[(2-bromophenyl)methyl]sulfanyl}acetate